O1C(=CC2=C1C=CC=C2)C2=NC=CC(=N2)NC2=C1CN(C(C1=CC=C2)=O)C2C(NC(CC2)=O)=O 3-(4-((2-(benzofuran-2-yl)pyrimidin-4-yl)amino)-1-oxoisoindolin-2-yl)piperidine-2,6-dione